(E)-4-(dimethylamino)-N-(isoindolin-4-yl)but-2-enamide hydrochloride Cl.CN(C/C=C/C(=O)NC1=C2CNCC2=CC=C1)C